C1(CCCC1)OCC=1C=C(C=C(C1C1=NC(=C(C(=C1)OC)C)OC)C)NC1(CCOCC1)C(=O)O 4-((3-((cyclopentyloxy)methyl)-4-(4,6-dimethoxy-5-methylpyridin-2-yl)-5-methylphenyl)amino)tetrahydro-2H-pyran-4-carboxylic acid